2-(5-Bromo-pyridin-3-yl)-hexanoic acid (5-bromo-pyrazin-2-yl)-amide BrC=1N=CC(=NC1)NC(C(CCCC)C=1C=NC=C(C1)Br)=O